2-methyl-5-((5-methylthiazol-2-yl)methoxy)benzofuran-3-carboxylic acid CC=1OC2=C(C1C(=O)O)C=C(C=C2)OCC=2SC(=CN2)C